(S)-2-((4-(6-((4-chloro-2-fluorobenzyl)oxy)pyridin-2-yl)piperidin-1-yl)methyl)-4-(difluoromethoxy)-1-(oxetan-2-ylmethyl)-1H-benzo[d]imidazole-5-carboxylic acid ClC1=CC(=C(COC2=CC=CC(=N2)C2CCN(CC2)CC2=NC3=C(N2C[C@H]2OCC2)C=CC(=C3OC(F)F)C(=O)O)C=C1)F